ClC=1C=NN(C(C1Cl)=O)[C@@H](C(=O)NC1=CC(=C(C=C1)C)S(NCC1=NC=CC=C1)(=O)=O)C (R)-2-(4,5-dichloro-6-oxopyridazin-1(6H)-yl)-N-(4-methyl-3-(N-(pyridin-2-ylmethyl)sulfamoyl)phenyl)propanamide